methyl 4-(6-ethoxypyrazin-2-yl)-2-(trifluoromethyl)benzoate C(C)OC1=CN=CC(=N1)C1=CC(=C(C(=O)OC)C=C1)C(F)(F)F